FC=1C=C(C2=C(N=NO2)C1C=1SC(=CC1)[Sn](C)(C)C)C=1SC(=CC1)[Sn](C)(C)C 5-fluoro-4,7-bis(5-trimethylstannyl-thienyl)-benzooxadiazole